C1(CC1)C1=CC(=C(C=C1)C1=NC(=CN2C1=NC(=C(C2=O)C)C)N2C[C@@H](OCC2)C=2C=NN(C2)C)F 9-(4-cyclopropyl-2-fluorophenyl)-2,3-dimethyl-7-[(2S)-2-(1-methyl-1H-pyrazol-4-yl)morpholin-4-yl]-4H-pyrazino[1,2-a]pyrimidin-4-one